(S)-3-(4-fluorophenyl)-2-methyl-N-(5-methyl-4-oxo-2,3,4,5-tetrahydrobenzo[b][1,4]Oxazepine-3-yl)imidazo[2,1-b]thiazole-6-carboxamide FC1=CC=C(C=C1)C=1N2C(SC1C)=NC(=C2)C(=O)N[C@@H]2C(N(C1=C(OC2)C=CC=C1)C)=O